Dihydroimidazolium tetrafluoroborate F[B-](F)(F)F.N1C[NH2+]C=C1